(R)-tert-butyl 3-((R)-3-(3-chloro-5-fluorophenylamino)-2-oxoazepan-1-yl)piperidine-1-carboxylate ClC=1C=C(C=C(C1)F)N[C@H]1C(N(CCCC1)[C@H]1CN(CCC1)C(=O)OC(C)(C)C)=O